C(C)OC(=O)[C@]1([C@H](C1)COCC1=CC=CC=C1)C(F)(F)F |r| rac-(1S,2S)-2-((benzyloxy)methyl)-1-(trifluoromethyl)cyclopropane-1-carboxylic acid ethyl ester